2-[3-(1,3-Benzothiazol-2-ylamino)-4-methyl-6,7-dihydro-5H-pyrido[2,3-c]pyridazin-8-yl]-5-[3-[2-fluoro-4-[3-(3-hydroxy-1-piperidyl)prop-1-ynyl]phenoxy]propyl]thiazole-4-carboxylic acid S1C(=NC2=C1C=CC=C2)NC2=C(C1=C(N=N2)N(CCC1)C=1SC(=C(N1)C(=O)O)CCCOC1=C(C=C(C=C1)C#CCN1CC(CCC1)O)F)C